[3-[[2-fluoro-4-(trifluoromethyl)phenyl]methoxy]azetidin-1-yl]-[3-(1H-pyrazol-5-yl)-1-piperidinyl]methanone FC1=C(C=CC(=C1)C(F)(F)F)COC1CN(C1)C(=O)N1CC(CCC1)C1=CC=NN1